O[C@H](C(=O)N[C@H](C(=O)O)C)C(C)C (2S)-2-[[(2S)-2-hydroxy-3-methyl-butyryl]amino]propionic acid